1-(2-(1-benzyl-5-methyl-1H-pyrazol-4-yl)-2-oxoethyl)-5-bromo-3-methylpyridin-2(1H)-one C(C1=CC=CC=C1)N1N=CC(=C1C)C(CN1C(C(=CC(=C1)Br)C)=O)=O